C1(CCCCC1)C1=CC=C(C=C1)NC=1C2=C(N=C(N1)N1CC(OCC1)C)C(OC2)=O 4-((4-cyclohexylphenyl)amino)-2-(2-methylmorpholino)furo[3,4-d]pyrimidin-7(5H)-one